1-(1-(bicyclo[3.1.1]heptane-1-carbonyl)piperidin-4-yl)-1H-pyrazol C12(CCCC(C1)C2)C(=O)N2CCC(CC2)N2N=CC=C2